6-(1-(4-Chlorophenyl)-6,7-dimethoxy-3,4-dihydroisoquinolin-2(1H)-yl)-N-hydroxy-6-oxohexanamide ClC1=CC=C(C=C1)C1N(CCC2=CC(=C(C=C12)OC)OC)C(CCCCC(=O)NO)=O